cholin magnesium salicylate C(C=1C(O)=CC=CC1)(=O)[O-].[Mg].OCC[N+](C)(C)C